ClC=1C=C(C=CC1N1C(SC=C1)=O)C1=C(C(=CC(=C1)F)C1=CC(=NC=C1)N1CCNCC1)O 3-(3-chloro-5'-fluoro-2'-hydroxy-3'-(2-(piperazin-1-yl)pyridin-4-yl)-[1,1'-biphenyl]-4-yl)thiazol-2(3H)-one